O[C@@H](C(=O)NC=1SC(=C(N1)C)C(=O)OC(C)(C)C)CNC1=NC=CC2=CC=C(C=C12)C1=NOC(=N1)C tert-Butyl (R)-2-(2-hydroxy-3-((7-(5-methyl-1,2,4-oxadiazol-3-yl)isoquinolin-1-yl)amino)propanamido)-4-methylthiazole-5-carboxylate